NC1=C2C(=NC=N1)N(N=C2C2=CC=C(C=C2)OC2=CC=CC=C2)[C@H]2CN(CCC2)S(=O)(=O)N (R)-3-(4-amino-(4-phenoxyphenyl)-1H-pyrazolo[3,4-d]pyrimidin-1-yl)piperidine-1-sulfonamide